CN1C=NN(C1=O)C1=C(C=CC=C1)F 4-methyl-5-oxo-1-(2-fluorophenyl)-4,5-dihydro-1H-1,2,4-triazole